N-(3-(3-(7-(((S)-1-(ethylsulfonyl)pyrrolidine-3-yl)amino)-3H-imidazo[4,5-b]pyridine-2-yl)-2,5-dimethyl-1H-pyrrol-1-yl)-4-methylphenyl)methanesulfonamide C(C)S(=O)(=O)N1C[C@H](CC1)NC1=C2C(=NC=C1)NC(=N2)C2=C(N(C(=C2)C)C=2C=C(C=CC2C)NS(=O)(=O)C)C